ClC1=C(C(=CC=C1F)Cl)COC=1C=CC(=NC1)N1C(OCC1)=O 3-{5-[(2,6-dichloro-3-fluorophenyl)methoxy]pyridin-2-yl}-1,3-oxazolidin-2-one